FC1=CC(=C(C=C1F)NC1=NC(=NC=N1)NC=1C(=CC(=C(C1)NC(C=C)=O)N(CCN1CCCC1)C)OC)C(C)(C)O N-(5-(4-(4,5-difluoro-2-(2-hydroxypropan-2-yl)phenylamino)-1,3,5-triazin-2-ylamino)-4-methoxy-2-(methyl(2-(pyrrolidin-1-yl)ethyl)amino)phenyl)acrylamide